6-(4-Cyclopropyl-1H-imidazol-1-yl)-5-methylisoindolin-1-one C1(CC1)C=1N=CN(C1)C1=C(C=C2CNC(C2=C1)=O)C